FS(C1=CC=C(C=C1)NC1CCN(CC1)S(=O)(=O)C1=CC=C(C=C1)C=1C=C2C(=CNC2=CC1)C#N)(F)(F)(F)F 5-{4-[(4-{[4-(pentafluoro-λ6-sulfanyl)phenyl]Amino}piperidin-1-yl)sulfonyl]phenyl}-1H-indole-3-carbonitrile